[Br-].C(CCCCCCCCCCCCCCC)N1C=[N+](C=C1)CC(=O)O N-hexadecyl-N'-carboxymethylimidazolium bromide